FC1=NC=CC(=C1)C=1C=C2C=CN=C(C2=CN1)NCC1=CC=C(C=C1)C1=CC(=NC=C1)C 6-(2-fluoropyridin-4-yl)-N-(4-(2-methylpyridin-4-yl)benzyl)-2,7-naphthyridin-1-amine